CC1C(=C(CCC=CCCC=CC1)C)C trimethylcyclododeca-1,5,9-trien